C(C)(C)C1NC(OC1)=O 4-isopropyl-1,3-oxazolidin-2-one